1-(2-(dimethylamino)ethyl)-2-oxo-2,3-dihydro-1H-benzo[d]imidazole-5-carbaldehyde CN(CCN1C(NC2=C1C=CC(=C2)C=O)=O)C